3-amino-N,4-dimethylthiophene-2-carboxamide NC1=C(SC=C1C)C(=O)NC